ethylene glycol di-iso-propyl ether C(C)(C)OCCOC(C)C